C(C)N1N=C(C=C1C=1N(C(=NN1)C1=C2C=NN(C2=CC(=C1)C(=O)N)C)CC1=CC=C(C=C1)OC)C 4-{5-(1-ethyl-3-methyl-1H-pyrazol-5-yl)-4-[(4-methoxyphenyl)methyl]-4H-1,2,4-triazol-3-yl}-1-methyl-1H-indazole-6-carboxamide